tert-butyl (3-(2-amino-8-((6-(4-((2-aminoethyl)carbamoyl)piperidin-1-yl)pyridin-3-yl)carbamoyl)-N-propyl-3H-benzo[b]azepine-4-carboxamido)propyl)carbamate NC=1CC(=CC2=C(N1)C=C(C=C2)C(NC=2C=NC(=CC2)N2CCC(CC2)C(NCCN)=O)=O)C(=O)N(CCC)CCCNC(OC(C)(C)C)=O